2-(2-(1-(4-((6-amino-2-butoxy-8-oxo-7H-purin-9(8H)-yl)methyl)benzyl)piperidin-4-yl)ethoxy)isoindoline-1,3-dione NC1=C2NC(N(C2=NC(=N1)OCCCC)CC1=CC=C(CN2CCC(CC2)CCON2C(C3=CC=CC=C3C2=O)=O)C=C1)=O